C1(CC1)N1CCC(CC1)C1=NC2=CC=C(C=C2C(N1)=O)C=1C=C2N(C=C(N=C2)C)C1 2-(1-cyclopropylpiperidin-4-yl)-6-(3-methylpyrrolo[1,2-a]pyrazin-7-yl)quinazolin-4(3H)-one